CN1C(=NC=2C(=NC=3C=C(C=CC3C21)C2=NNC=C2)C)CCCO 3-(1,4-dimethyl-7-(1H-pyrazol-3-yl)-1H-imidazo[4,5-c]quinolin-2-yl)propan-1-ol